C(CCC)OC(CCCCCCCCCCC)=O lauric acid butyl ester